N-(2-(1H-1,2,4-triazol-1-yl)ethyl)-2-bromo-6-fluoro-4-nitroaniline N1(N=CN=C1)CCNC1=C(C=C(C=C1F)[N+](=O)[O-])Br